C12CN(CC(N1)C2)C=2OC1=C(N2)C(=CC=C1C=1SC=CN1)OC1COC1 2-(3,6-diazabicyclo[3.1.1]heptan-3-yl)-4-(oxetan-3-yloxy)-7-(thiazol-2-yl)benzo[d]oxazole